OC(CO)C1=C2C(=NC=C1)N(N=C2CNC(OC(C)(C)C)=O)C2=CC=C(C=C2)OC(F)(F)F tert-Butyl ((4-(1,2-dihydroxyethyl)-1-(4-(trifluoromethoxy)phenyl)-1H-pyrazolo[3,4-b]pyridin-3-yl)methyl)carbamate